FC1([C@H](CN(CC1)[C@H](C(=O)NC1=NC=C(C=C1)OC1=C(C=C(C(=C1)F)F)F)C)C1=CNC(C=C1)=O)F (S)-2-((S)-4,4-difluoro-3-(6-oxo-1,6-dihydropyridin-3-yl)piperidin-1-yl)-N-(5-(2,4,5-trifluorophenoxy)pyridin-2-yl)propanamide